BrC=1C=C2C(=NC1)NC=C2C2=CC=C(C=C2)CNC 1-(4-(5-bromo-1H-pyrrolo[2,3-b]pyridin-3-yl)phenyl)-N-methyl-methylamine